C12(CC3CC(CC(C1)C3)C2)NCCCN2CCN(CC2)C2=CC=C3C(N(C(=NC3=C2)C)C2C(NC(CC2)=O)=O)=O 3-(7-(4-(3-(((3s,5s,7s)-adamantan-1-yl)amino)propyl)piperazin-1-yl)-2-methyl-4-oxoquinazolin-3(4H)-yl)piperidine-2,6-dione